C(CCC=CCCC=CCCC)O dodec-4,8-dien-1-ol